rac-(1S,2S)-6'-chloro-2',3'-dihydrospiro[cyclopropane-1,1'-indene]-2-formic acid ClC1=CC=C2CC[C@@]3(C2=C1)[C@H](C3)C(=O)O |r|